C(C)(C)(C)OC(N(C=1C=NC=C(C1C)C=1C=C2C=C(N=CC2=C(C1F)Cl)NC1=CC=C2C(=N1)CS(N2C)(=O)=O)C(=O)OC(C)(C)C)=O N-tert-Butoxycarbonyl-N-[5-[8-chloro-7-fluoro-3-[(1-methyl-2,2-dioxo-3H-isothiazolo[4,3-b]pyridin-5-yl)amino]-6-isoquinolinyl]-4-methyl-3-pyridinyl]carbamic acid tert-butyl ester